C(C)(C)(C)OC(=O)N1C(CN(CC1)C1=NC=C(C=N1)C(F)(F)F)CC 2-ethyl-4-(5-(trifluoromethyl)pyrimidin-2-yl)piperazine-1-carboxylic acid tert-butyl ester